1-bromo-1,1,3,3-tetramethylbutane BrC(CC(C)(C)C)(C)C